N-([1,1'-biphenyl]-4-yl)-N-(9,9-diphenyl-9H-fluoren-2-yl)phenanthren-2-amine C1(=CC=C(C=C1)N(C1=CC=2C=CC3=CC=CC=C3C2C=C1)C1=CC=2C(C3=CC=CC=C3C2C=C1)(C1=CC=CC=C1)C1=CC=CC=C1)C1=CC=CC=C1